N1=C(C=NC=C1)N1C[C@H](CCC1)NC(OCCCC)=O butyl N-[(3S)-1-(pyrazin-2-yl)piperidin-3-yl]carbamate